BrC1=NC=CC(=C1)NCC=1N=C2N(C=C(C=C2N2CC3N(CC2)CCC3)C3CC3)C1 2-bromo-N-((6-cyclopropyl-8-(hexahydropyrrolo[1,2-a]pyrazin-2(1H)-yl)imidazo[1,2-a]pyridin-2-yl)methyl)pyridin-4-amine